ClC1=CC(=C(C(=C1)F)B1OC(C(O1)(C)C)(C)C)F 2-(4-Chloro-2,6-difluorophenyl)-4,4,5,5-tetramethyl-1,3,2-dioxaborolane